COC(=O)N[C@@H](C(C)(C)C)C(=O)N1[C@@H](C[C@H](C1)C(F)(F)F)C(=O)N[C@@H](C[C@H]1C(NC(C1)([2H])[2H])=O)C#N N-(methoxycarbonyl)-3-methyl-L-valyl-(4R)-N-{(1S)-1-cyano-2-[(3S)-2-oxo(5,5-2H2)pyrrolidin-3-yl]ethyl}-4-(trifluoromethyl)-L-prolinamide